(S)-7-(3-ethylpiperazin-1-yl)-9-fluoro-2-(8-fluoro-2-methylimidazo[1,2-a]pyridin-6-yl)-4H-pyrido[1,2-a][1,3,5]triazin-4-one C(C)[C@H]1CN(CCN1)C=1C=C(C=2N(C(N=C(N2)C=2C=C(C=3N(C2)C=C(N3)C)F)=O)C1)F